CC=1SC(=CC1)Br methyl-(5-bromothiophene)